7-bromo-4-chloro-3H-imidazo[4,5-c]pyridine BrC=1C2=C(C(=NC1)Cl)NC=N2